N-[(4R)-1-(4-{[3-(difluoromethyl)-5-fluorophenyl]methyl}pyridin-2-yl)-4,5,6,7-tetrahydro-1H-benzotriazol-4-yl]acetamide FC(C=1C=C(C=C(C1)F)CC1=CC(=NC=C1)N1N=NC2=C1CCC[C@H]2NC(C)=O)F